3-methoxy-4-(prop-2-yn-1-ylamino)benzoic acid methyl ester COC(C1=CC(=C(C=C1)NCC#C)OC)=O